C(C)(C)(C)C1=CC=C(C=C1)C=1C=C(C=NC1)C=C1C(NC(S1)=O)=O 5-((5-(4-(t-butyl)phenyl)pyridin-3-yl)methylene)thiazolidine-2,4-dione